Acetylacetone magnesium [Mg].C(C)(=O)CC(C)=O